4-(3-(3-(4-bromobenzyl)-2,5-dioxo-1-phenylimidazolin-4-yl)propionamido)-N-hydroxybutyramide BrC1=CC=C(CN2C(N(C(C2CCC(=O)NCCCC(=O)NO)=O)C2=CC=CC=C2)=O)C=C1